N-[(1S)-1-(dicycloprop-ylmethyl)-2-[[5-(3,5-dimethyl-1H-pyrazol-4-yl)-6-fluoro-2-pyridyl]-amino]-2-oxo-ethyl]-2-(3-methylsulfanylpropyl)pyrazole-3-carboxamide C1(CC1)C([C@@H](C(=O)NC1=NC(=C(C=C1)C=1C(=NNC1C)C)F)NC(=O)C=1N(N=CC1)CCCSC)C1CC1